C(C)OC(C(C1=C(C=C(C=C1OC)OC)OC)C1=CC=C(C=C1)N1CCCCC1)=O 2-(4-(piperidin-1-yl)phenyl)-2-(2,4,6-trimethoxyphenyl)acetic acid ethyl ester